N,N'-di-[4-(p-toluenesulfonyloxy)phenyl]urea CC1=CC=C(C=C1)S(=O)(=O)OC1=CC=C(C=C1)NC(=O)NC1=CC=C(C=C1)OS(=O)(=O)C1=CC=C(C)C=C1